7-chloro-4-(4-diethylamino-1-methylbutyl-amino)quinoline ClC1=CC=C2C(=CC=NC2=C1)NC(CCCN(CC)CC)C